N,3,9,9-tetraphenyl-9H-fluoren-2-amine C1(=CC=CC=C1)NC1=CC=2C(C3=CC=CC=C3C2C=C1C1=CC=CC=C1)(C1=CC=CC=C1)C1=CC=CC=C1